CC=1C=C(NC=2C3=C(N=CN2)C=NC(=N3)N3CC2(C3)CC(C2)NC(OC(C)(C)C)=O)C=CC1OC1=CC2=C(N(N=N2)C)C=C1 tert-butyl N-[2-[4-[3-methyl-4-(1-methylbenzotriazol-5-yl)oxy-anilino]pyrimido[5,4-d]pyrimidin-6-yl]-2-azaspiro[3.3]heptan-6-yl]carbamate